C1(=CC=CC=C1)N(C1=CC=C(C=C1)C1=CC(=C(C=C1)N)N)C1=CC=CC=C1 N4',N4'-diphenyl-biphenyl-3,4,4'-triamine